NC=1C2=C(N=C(N1)C)C=CC(=N2)C=2C=C(C=CC2)C#C[C@]2(C(N(CCC2)C)=O)O (R)-3-((3-(4-amino-2-methylpyrido[3,2-d]pyrimidin-6-yl)phenyl)ethynyl)-3-hydroxy-1-methylpiperidin-2-one